N1=CN=CC(=C1)N1C=CC2=CC=CC=C12 (pyrimidin-5-yl)-1H-indole